3-(5-(4-ethylphenyl)pent-1-en-1-yl)Furan C(C)C1=CC=C(C=C1)CCCC=CC1=COC=C1